O[C@@H]1CN(CC[C@@H]1N1C([C@H](CC1)OC[C@H](C)OC1=C(C(NN=C1)=O)C(F)(F)F)=O)C1=NC=C(C=N1)C(F)(F)F 5-(((S)-1-(((S)-1-((3R,4S)-3-hydroxy-1-(5-(trifluoromethyl)pyrimidin-2-yl)piperidin-4-yl)-2-oxopyrrolidin-3-yl)oxy)propan-2-yl)oxy)-4-(trifluoromethyl)pyridazin-3(2H)-one